O[C@H](CNC(=O)C1=CC2=C(N(C(=N2)NC=2SC3=C(N2)C=CC(=C3)Cl)C)C=C1)C 2-(6-Chloro-benzothiazol-2-ylamino)-1-methyl-1H-benzoimidazole-5-carboxylic acid ((S)-2-hydroxy-propyl)-amide